CC1(C(/C(/CC1)=C/C1=C2C=NN(C2=CC=C1C)C1OCCCC1)=O)C (E)-2,2-dimethyl-5-((5-methyl-1-(tetrahydro-2H-pyran-2-yl)-1H-indazol-4-yl)methylene)cyclopentan-1-one